5-bromo-2,6-di(pyrazol-1-yl)pyrimidin-4-amine BrC=1C(=NC(=NC1N1N=CC=C1)N1N=CC=C1)N